(S)-N-(3-ethoxy-4-(N-(3-(trifluoromethoxy)phenyl)sulfamoyl)phenyl)-2-hydroxy-3-methylbutanamide C(C)OC=1C=C(C=CC1S(NC1=CC(=CC=C1)OC(F)(F)F)(=O)=O)NC([C@H](C(C)C)O)=O